NC1CN(CCC1)C1=C2C(=NC=C1)N(C(=N2)C2=CC(=C(C#N)C=C2)F)C2=C(C=CC=C2)C 4-(7-(3-aminopiperidine-1-yl)-3-(o-tolyl)-3H-imidazo[4,5-b]pyridine-2-yl)-2-fluorobenzonitrile